C(C1=CC=CC=C1)OC1=NC=CC(=C1)C(CP(OCC)(=O)C)C ethyl (2-(2-(benzyloxy)pyridin-4-yl)propyl)(methyl)phosphinate